C(CCCCCCCCC)C(CCCO)CCCCCCCCCC 4-Decyltetradecan-1-Ol